C(#CC)C1=CNC2=CC=CC=C12 3-(prop-1-yn-1-yl)-1H-indol